ClC=1C=NC2=C(C=CC=C2C1)S(=O)(=O)NC1=C(C=CC=C1)C#CC=1C=CC=NC1 5-[2-(3-Chloro-chinolin-8-sulfonylamino)-phenylethynyl]-pyridin